N5-(2-propyl)phenyl-Biguanide Hydrochloride Cl.CC(C)NC(NC(NC1=CC=CC=C1)=N)=N